2-(6-{5-chloro-2-[(oxan-4-yl)amino]pyrimidin-4-yl}-1-oxo-2,3-dihydro-1H-isoindol-2-yl)-N-[2-(1-methyl-1H-pyrazol-4-yl)propan-2-yl]acetamide ClC=1C(=NC(=NC1)NC1CCOCC1)C1=CC=C2CN(C(C2=C1)=O)CC(=O)NC(C)(C)C=1C=NN(C1)C